FC(C(=O)OCC)(C=CC1=CC=CC=C1)F ethyl 2,2-difluoro-4-phenylbut-3-enoate